N1-(7-chloroquinolin-4-yl)-N3-(1,2,4-triazin-3-yl)propane-1,3-diamine ClC1=CC=C2C(=CC=NC2=C1)NCCCNC=1N=NC=CN1